D-phenylalanine amide N[C@H](CC1=CC=CC=C1)C(=O)N